Cl.Cl.C(C)N(CCCCN)CC N,N-diethylbutan-1,4-diamin dihydrochlorid